C(C(C)C)NC=O N-isobutylcarboxamide